ClC1=CC(=CC=[N+]1C#N)N[C@@H]1COCC1 (S)-6-chloro-4-((tetrahydrofuran-3-yl)amino)pyridiniumnitrile